CC=1N=C(C=2N=CN([C@H]3[C@H](O)[C@H](O)[C@@H](C(O)=O)O3)C2N1)N 2-methyladenosineOne